N(=C=S)C1=NC=2CCCCC2C=C1 2-isothiocyanato-5,6,7,8-tetrahydroquinoline